NCC=1C=C(C=CC1)C1CCN(CC1)C(=O)C1=CC=C(C=C1)C1=CC2=C(B(OC2)O)C=C1 (4-(3-(aminomethyl)phenyl)piperidin-1-yl)(4-(1-hydroxy-1,3-dihydrobenzo[c][1,2]oxaborol-5-yl)phenyl)methanone